CC1=CC=C(C=C1)S(=O)(=O)NN=CC1=C(C=CC=C1)C1=C(C=CC=C1)C#N 2-(2-cyanophenyl)benzaldehyde p-toluenesulfonyl hydrazone